ClC1=NC=C2N=C(N(C2=N1)CC1=CC=C(C=C1)C=1N(C=C(N1)C(F)(F)F)C)N 2-chloro-9-(4-(1-methyl-4-(trifluoromethyl)-1H-imidazol-2-yl)benzyl)-9H-purin-8-amine